2-((2-((4-(((3-(1-acryloylpiperidin-3-yl)phenyl)amino)methyl)phenyl)amino)-5-bromopyrimidine-4-yl)amino)-N-methylbenzamide C(C=C)(=O)N1CC(CCC1)C=1C=C(C=CC1)NCC1=CC=C(C=C1)NC1=NC=C(C(=N1)NC1=C(C(=O)NC)C=CC=C1)Br